COC(=O)C1=C(C=C(C=N1)N1C(C=C(C=C1)NC)=O)C.F\C(\C(=O)NC=1C(=NC=C(C1C)F)C)=C/C1=CC=C2C(=NN(C2=C1)C1OCCCC1)F (2Z)-2-fluoro-3-[3-fluoro-1-(oxan-2-yl)indazol-6-yl]-N-(5-fluoro-2,4-dimethylpyridin-3-yl)prop-2-enamide methyl-5'-methyl-4-(methylamino)-2-oxo-2H-[1,3'-bipyridine]-6'-carboxylate